C(CC)C1(C=CC)CC=C(C=C1)CCC para-di(n-propyl)(methyl)styrene